triphenyl-mercaptoethylamine C1(=CC=CC=C1)C(C(S)(C1=CC=CC=C1)C1=CC=CC=C1)N